ClC=1C=C(C=NC1)C1=NC(=NO1)C=1C=CC(N(N1)CC=1C=NC=C(C1)F)=O 6-(5-(5-chloropyridin-3-yl)-1,2,4-oxadiazol-3-yl)-2-((5-fluoropyridin-3-yl)methyl)-pyridazin-3(2H)-one